FC=1C=C2C(=C(/C(/C2=CC1)=C/C1=CC=C(C=C1)N1CCCCC1)C)CC(=O)O 2-[(1Z)-5-fluoro-2-methyl-1-{[4-(piperidin-1-yl)phenyl]methylidene}-1H-inden-3-yl]acetic acid